(5,6,7,8-tetrahydronaphthalen-1-yl)methyl-amine C1(=CC=CC=2CCCCC12)CN